NC([C@H](CCC(=O)OC)N1C(C2=CC=CC(=C2C1)OCC1=CC=C(C=C1)CBr)=O)=O (S)-Methyl 5-amino-4-(4-((4-(bromomethyl)benzyl)oxy)-1-oxoisoindolin-2-yl)-5-oxopentanoate